(4-fluorophenyl-2,3,5,6-d4)-3-oxopropanenitrile FC1=C(C(=C(C(=C1[2H])[2H])C(C#N)C=O)[2H])[2H]